(S)-3-(1-(3-((2-(4-chloro-1-methyl-1H-pyrazol-5-yl)-5-fluoropyrimidin-4-yl)oxy)azetidine-1-carbonyl)-4,5-dihydro-1H-pyrazol-5-yl)-5-fluorobenzonitrile ClC=1C=NN(C1C1=NC=C(C(=N1)OC1CN(C1)C(=O)N1N=CC[C@H]1C=1C=C(C#N)C=C(C1)F)F)C